NC=1C=2N(C=CN1)C(=NC2C2=C(C=C(C=C2)C(C)(C2=CC(=CC=C2)C)O)OCC)[C@H]2CN1C(CC[C@@H]1CC2)=O.[O].[V].[Sn] stannum-vanadium oxygen (6R,8aS)-6-(8-Amino-1-{2-ethoxy-4-[1-hydroxy-1-(3-methylphenyl)ethyl]phenyl}imidazo[1,5-a]pyrazin-3-yl)hexahydroindolizin-3(2H)-on